(10E,18R)-30-oxa-26λ6-thia-19,27,29,32-tetraazapentacyclo[16.11.2.13,28.121,25.04,9]tritriaconta-1,3(32),4(9),5,7,10,21(33),22,24,28-decaene-20,26,26-trione C12=CC=3C=4C=CC=CC4\C=C\CCCCCC[C@@H](NC(C=4C=CC=C(S(NC(=N1)N3)(=O)=O)C4)=O)CO2